5-bromonicotinic acid chloride BrC=1C=NC=C(C(=O)Cl)C1